ClC=1C=C2C(=NC(=NC2=CC1)C)N1CC=2C=C(C=NC2CC1)C=1C(=NN(C1)C)C 6-chloro-4-[3-(1,3-dimethylpyrazol-4-yl)-7,8-dihydro-5H-1,6-naphthyridin-6-yl]-2-methyl-quinazoline